COC=1N=CC(=NC1)C1=NOC(=N1)N1CCC(CC1)C(=O)NCC1CN(CC1)CC1=CC=C(C=C1)C 1-(3-(5-Methoxypyrazin-2-yl)-1,2,4-oxadiazol-5-yl)-N-((1-(4-methylbenzyl)pyrrolidin-3-yl)methyl)piperidine-4-carboxamide